(R)-7-((1r,4r)-4-(2-Fluoro-6-methylphenyl)cyclohexyl)-3-methyl-5-((3-methylpyrazin-2-yl)methyl)pyrido[2,3-b]pyrazin-6(5H)-one FC1=C(C(=CC=C1)C)C1CCC(CC1)C1=CC=2C(=NC(=CN2)C)N(C1=O)CC1=NC=CN=C1C